[2H]C(N(C)C)(CC1=CNC2=CC=CC=C12)[2H] α,α-dideuterio-N,N-dimethyltryptamine